Heptanetetracarboxylic acid C(C(CCCCC)C(=O)O)(C(=O)O)(C(=O)O)C(=O)O